CN1C=C(C=2C1=CN=CC2)B2OC(C(O2)(C)C)(C)C 1-methyl-3-(4,4,5,5-tetramethyl-1,3,2-dioxaborolan-2-yl)pyrrolo[2,3-c]pyridine